(5-((benzylamino)methyl)-2-furyl)methanol C(C1=CC=CC=C1)NCC1=CC=C(O1)CO